ClC=1C=C(C=CC1OC)C1(CN(C1)C=1N=C(C2=C(N1)CC[S@]2=O)NC2(CCC2)CO)O |r| (R/S)-2-(3-(3-chloro-4-methoxyphenyl)-3-hydroxyazetidin-1-yl)-4-((1-(hydroxymethyl)cyclobutyl)amino)-6,7-dihydrothieno[3,2-d]pyrimidine 5-oxide